ClC=1C=C2CCC[C@]3(COC4=CC=C5C(NS(CCCCCS[C@@H]6CC[C@H]6CN(C3)C4=C5)(=O)=O)=O)C2=CC1 (1S,3'S,6'R)-6-chloro-3,4-dihydro-2H,15'H-spiro[naphthalene-1,22'-[20]oxa[7,13]dithia[1,14]diazatetracyclo[14.7.2.03,6.019,24]pentacosa[16,18,24]-trien]-15'-one 13',13'-dioxide